[N+](=O)([O-])C=1C(=NNC1C(=O)O)C(=O)NN 4-nitro-1H-pyrazole-3,5-dicarboxylic acid hydrazide